tert-butyl (2s)-2-{[(2S)-1-amino-3-(4-iodophenyl)-1-oxopropan-2-yl]carbamoyl}-1,4-oxazepane-4-carboxylate NC([C@H](CC1=CC=C(C=C1)I)NC(=O)[C@H]1OCCCN(C1)C(=O)OC(C)(C)C)=O